2-(2-chlorophenyl)-N-[6-(3-fluorophenylamino)pyridazin-4-yl]acetamide Methyl-3-methoxy-2-(4-methyl-2-oxopyridin-1(2H)-yl)propanoate COC(C(COC)N1C(C=C(C=C1)C)=O)=O.ClC1=C(C=CC=C1)CC(=O)NC1=CN=NC(=C1)NC1=CC(=CC=C1)F